2-(2-((7-(2-(aminomethyl)-3-fluoropyridin-4-yl)-2-fluorobenzofuran-5-yl)methoxy)-5-fluorophenyl)acetic acid NCC1=NC=CC(=C1F)C1=CC(=CC=2C=C(OC21)F)COC2=C(C=C(C=C2)F)CC(=O)O